n-pentane-1,3,5-triol C(CC(CCO)O)O